C(C1=CC=C(C=C1)N(C(=O)NC)C)C1=CC=C(C=C1)N(C(=O)NC)C 4,4'-Methylenebis-(phenyldimethyl-urea)